1,2,3,4,8,9-hexahydropyrido[4',3':3,4]pyrazolo[1,5-a]Pyrazin-10(7H)-one C1NCCC2=NN3C(C(NCC3)=O)=C21